C(C)(C)(C)OC(=O)N1[C@@H](C(=C[C@H](C1)N(O)C(=O)OC(C)(C)C)C)C(N)=O (2S,5R)-5-(tert-Butoxycarbonyl-(hydroxy)amino)-2-carbamoyl-3-methyl-5,6-dihydropyridine-1(2H)-carboxylic acid tert-butyl ester